C(CCCCCCCCCCC)(=O)O.C(CCCCCCCCCCC)(=O)O.C(C1=CC=C(C=C1)O)C1=CC=C(C=C1)O 4,4'-methylenebisphenol dilaurate